6-fluoro-2-(5-methoxy-1-benzofuran-2-yl)-N-methylimidazo[1,2-a]pyridin-3-amine FC=1C=CC=2N(C1)C(=C(N2)C=2OC1=C(C2)C=C(C=C1)OC)NC